tert-butyl ((3R)-1-(5-((4-bromophenyl)(hydroxy)methyl)pyrimidin-2-yl)piperidin-3-yl)carbamate BrC1=CC=C(C=C1)C(C=1C=NC(=NC1)N1C[C@@H](CCC1)NC(OC(C)(C)C)=O)O